C(C)N1C(=NC2=CC=C(C=C2C1=O)F)[C@H](CCC)N1C[C@@H](NCCC1)C 3-ethyl-6-fluoro-2-((S)-1-((S)-3-methyl-1,4-diazepan-1-yl)butyl)quinazolin-4(3H)-one